ClC1=C(C=CC=C1)CC(=O)NC1=CC(=C(C=C1)COC=1C=NN(C1)C1CC1)S(N)(=O)=O 2-(2-Chlorophenyl)-N-(4-(((1-cyclopropyl-1H-pyrazol-4-yl)oxy)methyl)-3-sulfamoylphenyl)acetamide